3-bromo-1-(5-chloro-2-pyrazolyl)pyrazole BrC1=NN(C=C1)N1N=C(C=C1)Cl